lithium (trimethylsilyl)vinylphosphonate C[Si](C)(C)C=CP([O-])([O-])=O.[Li+].[Li+]